OP(O)OP(O)O.C(C)(C)(C1=CC=CC=C1)C=1C=C(C=CC1C(C)(C)C1=CC=CC=C1)C(C(C(O)(C1=CC(=C(C=C1)C(C)(C)C1=CC=CC=C1)C(C)(C)C1=CC=CC=C1)C1=CC(=C(C=C1)C(C)(C)C1=CC=CC=C1)C(C)(C)C1=CC=CC=C1)(CO)CO)O tris(3,4-dicumylphenyl)pentaerythritol diphosphite